[C@H](C)(CC)N1N=CC=2N=C(N=C(C21)NC(C=2C=CC=1N(C2)C=CN1)C1CC1)N1CCNCC1 4-{1-((S)-sec-Butyl)-7-[(Cyclopropyl-imidazo[1,2-a]pyridin-6-yl-methyl)-amino]-1H-pyrazolo[4,3-d]pyrimidin-5-yl}-piperazin